ClC1=C(C=C2C=C(N=CC2=C1)NC(=O)[C@@H]1[C@@H]([C@H]1C1=NN(C=C1)C)CC)N1CCN(CC1)[C@]1(COC[C@H]1O)C (1R,2R,3R)-N-[7-chloro-6-[4-((3S,4S)-4-hydroxy-3-methyl-tetrahydrofuran-3-yl)piperazin-1-yl]-3-isoquinolinyl]-2-ethyl-3-(1-methylpyrazol-3-yl)cyclopropanecarboxamide